3beta-[2-(Azetidin-3-yl)ethyl]-6alpha-hydroxymethyl-7alpha-hydroxyandrostan N1CC(C1)CC[C@@H]1CC2[C@H]([C@H]([C@H]3[C@@H]4CCC[C@@]4(C)CC[C@@H]3[C@]2(CC1)C)O)CO